C(CCC)OC1=C(C=C(C=C1)C=1C=C2CC([C@H](C2=CC1F)NC(O[C@@H]1CN2CCC1CC2)=O)(C)C)Cl (S)-quinuclidin-3-yl ((R)-5-(4-butoxy-3-chlorophenyl)-6-fluoro-2,2-dimethyl-2,3-dihydro-1H-inden-1-yl)carbamate